ClC1=CC2=C(N(C(C(N2C)=O)=O)C2CCN(CC2)C2=NC=C(C=N2)CN2C[C@@H](N(CC2)C)C)N=C1 (S)-7-chloro-4-(1-(5-((3,4-dimethylpiperazin-1-yl)methyl)pyrimidin-2-yl)piperidin-4-yl)-1-methyl-1,4-dihydropyrido[2,3-b]pyrazine-2,3-dione